7-(1-ethoxyvinyl)-6-fluoro-3,4-dihydroisoquinoline-2(1H)-carboxylic acid tert-butyl ester C(C)(C)(C)OC(=O)N1CC2=CC(=C(C=C2CC1)F)C(=C)OCC